C(C)(C)(C1=CC=CC=C1)OOC(C)(C#CC(C)(C)OOC(C)(C)C1=CC=CC=C1)C 2,5-bis(cumyl-peroxy)-2,5-dimethylhexyne